tert-butyl (3R)-5-bromo-3-[[(3,5-dimethyl-2-pyridyl)methyl-methyl-amino]methyl]-3,4-dihydro-1H-isoquinoline-2-carboxylate BrC1=C2C[C@@H](N(CC2=CC=C1)C(=O)OC(C)(C)C)CN(C)CC1=NC=C(C=C1C)C